methyl 3-[[2-(6-bromo-1-oxospiro[3H-isoquinoline-4,1'-cyclopropane]-2-yl)acetyl]amino]bicyclo[1.1.1]pentane-1-carboxylate BrC=1C=C2C(=CC1)C(N(CC21CC1)CC(=O)NC12CC(C1)(C2)C(=O)OC)=O